FC=1C=C(COC2=C(C=C(C=C2)NC2=C(C=3N=C(C=NC3C=C2)N2CCOCC2)C#N)OC)C=CC1OC 6-((4-((3-fluoro-4-methoxybenzyl)oxy)-3-methoxyphenyl)amino)-3-morpholino-quinoxaline-5-carbonitrile